(bis(2,6-dimethoxyphenyl)phosphino)-3,5-dimethyl-1H-pyrazole-1-carboxamide COC1=C(C(=CC=C1)OC)P(C1=C(C=CC=C1OC)OC)C=1C(=NN(C1C)C(=O)N)C